6-phenyl-6-(5-butyl-2-thienyl)fulvene C1(=CC=CC=C1)C(=C1C=CC=C1)C=1SC(=CC1)CCCC